O1CCN(CC1)C=1N=C(C2=C(N1)SC=C2C2=CC=CC=C2)NCC2=CC=C(C=C2)S(=O)(=O)N 4-(((2-morpholino-5-phenylthieno[2,3-d]pyrimidin-4-yl)amino)methyl)benzenesulfonamide